(dimethylfluorenyl)dibenzoselenophene CC=1C(=C(C=2CC3=CC=CC=C3C2C1)C1=CC=CC=2[Se]C3=C(C21)C=CC=C3)C